2,2-dichloroethylene glycol ClC(CO)(Cl)O